N-(5-chloro-4-(trifluoromethyl)pyridin-2-yl)-4-(2-fluoropyridin-4-yl)-6-hydroxy-8-oxatricyclo[3.2.1.02,4]octane-2-carboxamide ClC=1C(=CC(=NC1)NC(=O)C12C3CC(C(C2(C1)C1=CC(=NC=C1)F)O3)O)C(F)(F)F